FC(C1=C(C(=O)C=2C=C(NC2)C=2NC3=C(C=NC(=C3)N3CCN(CC3)C(C)=O)N2)C=CC=C1)(F)F 1-(4-(2-(4-(2-(trifluoromethyl)benzoyl)-1H-pyrrol-2-yl)-1H-imidazo[4,5-c]pyridin-6-yl)piperazin-1-yl)ethanone